C(C)(C)(C)C=1C=C(C(=CC1O)C)C(CCC)C=1C(=CC(=C(C1)C(C)(C)C)O)C 6,6'-di-t-butyl-4,4'-butylidene-di-m-cresol